t-butyltribromotin C(C)(C)(C)[Sn](Br)(Br)Br